3-(3,3,3-trifluoropropyl)heptamethyltrisiloxane FC(CC[Si](O[Si](C)(C)C)(O[Si](C)(C)C)C)(F)F